3'-Silalactose OC1[C@H](O)[C@@H](O)[C@H](O[C@H]2[C@H](O)[Si@@H](O)[C@@H](O)[C@H](O2)CO)[C@H](O1)CO